O=C1OC2=C(C=CC=C2C=C1)N1N=NC(=C1)C=1C(=NC=CC1)C(=O)O 3-(1-(2-oxo-2H-chromen-8-yl)-1H-1,2,3-triazol-4-yl)picolinic acid